3-(1-(3-(5,6,7,8-tetrahydro-1,8-naphthyridin-2-yl)propyl)-1H-pyrazol-4-yl)propanoic acid N1=C(C=CC=2CCCNC12)CCCN1N=CC(=C1)CCC(=O)O